4-{4-[(5S)-5-(aminomethyl)-2-oxo-1,3-oxazolidin-3-yl]-phenyl}morpholine-3-one hydrochloride Cl.NC[C@H]1CN(C(O1)=O)C1=CC=C(C=C1)N1C(COCC1)=O